C1(CC1)CCNC(=O)N1C=NC(=C1)C1=CC=NS1 N-(2-Cyclopropylethyl)-4-(isothiazol-5-yl)-1H-imidazole-1-carboxamide